O1C2=C(OCC1)C=C(C=C2)C=2C(=C(C=CC2)B2OC(C(O2)(C)C)(C)C)C 2-(3-(2,3-dihydrobenzo[b][1,4]dioxin-6-yl)-2-methylphenyl)-4,4,5,5-tetramethyl-1,3,2-dioxaborolane